C(C=C)OCCN 2-(2-propen-1-yloxy)-ethylamine